3-(((((1-ethylpiperidin-3-yl)methoxy)carbonyl)oxy)methyl)-5-((2-((2-hexyldecyl)oxy)acetoxy)methyl)benzyl (9Z,12Z)-octadeca-9,12-dienoate C(CCCCCCC\C=C/C\C=C/CCCCC)(=O)OCC1=CC(=CC(=C1)COC(COCC(CCCCCCCC)CCCCCC)=O)COC(=O)OCC1CN(CCC1)CC